NC1=C2C(=NC=N1)N(N=C2C2=CC=C(C=C2)O)CC2=NC1=CC=CC(=C1C(N2CC2=C(C=CC=C2)Cl)=O)C#CCNC(=O)N 1-(3-(2-((4-Amino-3-(4-hydroxyphenyl)-1H-pyrazolo[3,4-d]pyrimidin-1-yl)methyl)-3-(2-chlorobenzyl)-4-oxo-3,4-dihydroquinazolin-5-yl)prop-2-ynyl)urea